(2-isothiocyanato-4,5-dimethylthiophen-3-yl)(phenyl)methanone N(=C=S)C=1SC(=C(C1C(=O)C1=CC=CC=C1)C)C